COC1=C(C=C(C=N1)C1=CC2=C(N=C3COCC(N32)C3=CC=CC=C3)C=C1)C 7-(6-methoxy-5-methylpyridin-3-yl)-4-phenyl-3,4-dihydro-1H-benzo[4,5]imidazo[2,1-c][1,4]oxazine